N-(2-(((5-methoxy-1-(4-(trifluoromethyl)phenyl)pentylidene)amino)oxy)ethyl)benzamide COCCCCC(C1=CC=C(C=C1)C(F)(F)F)=NOCCNC(C1=CC=CC=C1)=O